trans-8-((4-(cyclopropyl(4-fluoro-2-methoxyphenyl)amino)cyclohexyl)(methyl)amino)-5-methyl-6-oxo-5,6-dihydro-1,5-naphthyridine-2,7-dicarbonitrile C1(CC1)N([C@@H]1CC[C@H](CC1)N(C1=C(C(N(C=2C=CC(=NC12)C#N)C)=O)C#N)C)C1=C(C=C(C=C1)F)OC